FC(C=1C(=C(C=CC1)[C@@H](C)NC=1C2=C(N=C(N1)C)N(C(C(=C2)C=2CCN(CC2)C)=O)C)F)F 4-[[(1R)-1-[3-(difluoromethyl)-2-fluoro-phenyl]ethyl]amino]-2,8-dimethyl-6-(1-methyl-3,6-dihydro-2H-pyridin-4-yl)pyrido[2,3-d]pyrimidin-7-one